N-(4-(sec-butyl)phenyl)-4-(indolin-5-ylsulfonyl)piperazine-1-carboxamide C(C)(CC)C1=CC=C(C=C1)NC(=O)N1CCN(CC1)S(=O)(=O)C=1C=C2CCNC2=CC1